N-(4-Chloro-3-cyano-1H-indol-7-yl)-1-[(3S,4R)-4-fluoropyrrolidin-3-yl]pyrazol-4-sulfonamid ClC1=C2C(=CNC2=C(C=C1)NS(=O)(=O)C=1C=NN(C1)[C@H]1CNC[C@H]1F)C#N